ClC=1C=C(CNC2=NC3=CC=C(C=C3NC23CCSCC3)C#N)C=CC1 3-((3-chlorobenzyl)amino)-2',3',5',6'-tetrahydro-1H-spiro[quinoxaline-2,4'-thiopyran]-7-carbonitrile